diaminodiphenyl-formamide NC=1C(=C(C=CC1)N(C=O)C1=CC=CC=C1)N